NC=1C(NC2=C3C=CC=NC3=C(C=C2C1C1=C2C=NNC2=C(C=C1)F)OCC(C)(F)F)=O 3-amino-6-(2,2-difluoropropoxy)-4-(7-fluoro-1H-indazol-4-yl)-1H-1,7-phenanthrolin-2-one